3-cyclopropyl-quinazolin-4(3H)-one C1(CC1)N1C=NC2=CC=CC=C2C1=O